C1=CC=CC=2C3=CC=CC=C3NC12.[I] iodine carbazole